4-isopropoxy-2,5-dimethyl-3(2H)-furanone C(C)(C)OC=1C(C(OC1C)C)=O